[3-fluoro-5-(1,1,2,2,3,3,4,4-octafluorobutyl)-2-pyridyl]-2-(1-methyltetrazol-5-yl)sulfanyl-5-nitro-benzamide FC=1C(=NC=C(C1)C(C(C(C(F)F)(F)F)(F)F)(F)F)C=1C(=C(C(=O)N)C=C(C1)[N+](=O)[O-])SC1=NN=NN1C